ClC=1C(=C(C=C(C1)O)N1CC=2N=C(N=C(C2CC1)N1CCOCC(C1)(O)C)OCC12CCCN2CCC1)C1CC1 4-(7-(3-chloro-2-cyclopropyl-5-hydroxyphenyl)-2-((tetrahydro-1H-pyrrolizin-7a(5H)-yl)methoxy)-5,6,7,8-tetrahydropyrido[3,4-d]pyrimidin-4-yl)-6-methyl-1,4-oxazepan-6-ol